2-bromo-4,4,4-trifluoro-butanal BrC(C=O)CC(F)(F)F